BrC1=CC=CC(=N1)CNC(=O)[C@H]1N(C[C@@H](C1)F)C(=O)OC(C)(C)C Tert-butyl (2S,4R)-2-(((6-bromopyridin-2-yl)methyl)carbamoyl)-4-fluoropyrrolidine-1-carboxylate